1-[5-[1-(2,6-dichlorophenyl)azetidin-3-yl]indan-1-yl]-4-methyl-piperidin-4-ol ClC1=C(C(=CC=C1)Cl)N1CC(C1)C=1C=C2CCC(C2=CC1)N1CCC(CC1)(O)C